5-Eicosene CCCCC=CCCCCCCCCCCCCCC